ClC1=C(C(=C(C=C1)C1=CC=C2C(=N1)SC(=N2)NC(=O)C2=CN=NC=C2C2=C(C=CC=C2)OC)C)C N-(5-(4-chloro-2,3-dimethylphenyl)thiazolo[5,4-b]pyridin-2-yl)-5-(2-methoxyphenyl)pyridazine-4-carboxamide